8-benzyl 3-(tert-butyl) (1R,2R,5S)-2-formyl-3,8-diazabicyclo[3.2.1]octane-3,8-dicarboxylate C(=O)[C@H]1[C@H]2CC[C@@H](CN1C(=O)OC(C)(C)C)N2C(=O)OCC2=CC=CC=C2